2-[2,3-dichloro-6-(methoxymethoxy)phenyl]-4-(1-ethoxy-2-methyl-1-oxopropan-2-yl)pyrrolidine-1-carboxylate ClC1=C(C(=CC=C1Cl)OCOC)C1N(CC(C1)C(C(=O)OCC)(C)C)C(=O)[O-]